2-[5-methyl-4-(4,4,5,5-tetramethyl-1,3,2-dioxaborolan-2-yl)pyrazol-1-yl]ethanol CC1=C(C=NN1CCO)B1OC(C(O1)(C)C)(C)C